O=C1N(CCC(N1)=O)C=1C=C(OCC(=O)O)C=CC1C 2-[3-(2,4-dioxohexahydropyrimidin-1-yl)-4-methyl-phenoxy]acetic acid